tert-butoxycarbonyl-3-(4-methylbenzoyl)-2-methylindole C(C)(C)(C)OC(=O)C1=C2C(=C(NC2=CC=C1)C)C(C1=CC=C(C=C1)C)=O